2-anilino-6-chloro-3-(pyridazin-3-yl)quinazolin-4(3H)-one N(C1=CC=CC=C1)C1=NC2=CC=C(C=C2C(N1C=1N=NC=CC1)=O)Cl